1-(4-(5-(difluoromethyl)-1,3,4-oxadiazol-2-yl)-2-fluorobenzyl)-6-fluoro-3-(1-methylpiperidin-4-yl)-5-(pyridin-4-yl)-1,3-dihydro-2H-benzo[d]imidazol-2-one FC(C1=NN=C(O1)C1=CC(=C(CN2C(N(C3=C2C=C(C(=C3)C3=CC=NC=C3)F)C3CCN(CC3)C)=O)C=C1)F)F